C(C)C(CO)(CCCC)CC 2,2-diethyl-hexan-1-ol